4-[(6-Benzyloxy-5-methoxy-3-pyridyl)methyl]-2-(1-methylpyrazol-4-yl)pyrimidine C(C1=CC=CC=C1)OC1=C(C=C(C=N1)CC1=NC(=NC=C1)C=1C=NN(C1)C)OC